CNC(=O)C=1C=NN2C1CN(CCC2)C(=O)OC(C)(C)C tert-butyl 3-(methylcarbamoyl)-7,8-dihydro-4H-pyrazolo[1,5-a][1,4]diazepine-5(6H)-carboxylate